C(C)(C)(C)NCC1=C2C=CNC2=CC=C1OC=1C=C(C=CC1)C=1NC(=CN1)C(C=1C=C(C=CC1)CCC(=O)OC)O methyl 3-(3-((2-(3-((4-((tert-butylamino)methyl)-1H-indol-5-yl)oxy)phenyl)-1H-imidazol-5-yl)(hydroxy)methyl)phenyl)propanoate